3-(4-chlorothiazol-5-yl)propanamide ClC=1N=CSC1CCC(=O)N